4-(3-(3-((5-(5-(difluoromethyl)-1,3,4-oxadiazol-2-yl)pyridin-2-yl)methyl)-5,5-dimethyl-2,4-dioxoimidazolidin-1-yl)phenyl)-3,6-dihydropyridine-1(2H)-carboxylic acid tert-butyl ester C(C)(C)(C)OC(=O)N1CCC(=CC1)C1=CC(=CC=C1)N1C(N(C(C1(C)C)=O)CC1=NC=C(C=C1)C=1OC(=NN1)C(F)F)=O